FC1(CCN(CC1)CC1=NC(=CC(=N1)C(=O)O)C)F 2-((4,4-difluoropiperidin-1-yl)methyl)-6-methylpyrimidine-4-carboxylic acid